((((4,4-difluorocyclohexyl)oxy)carbonyl)amino)propanoic acid FC1(CCC(CC1)OC(=O)NC(C(=O)O)C)F